(2-Benzyl-3-ethoxy-3-oxopropyl)phosphinic acid C(C1=CC=CC=C1)C(CP(O)=O)C(=O)OCC